C(C)(C)(C)OC(=O)N=C1N(C(CC(N1)(CC)CC)=O)[C@H](CCOC)[C@H]1[C@@H](C1)C(=O)OCC (1R,2R)-ethyl 2-((R)-1-(2-((tert-butoxycarbonyl)imino)-4,4-diethyl-6-oxotetrahydropyrimidin-1(2H)-yl)-3-methoxypropyl)cyclopropanecarboxylate